O=C1N2CC3(OCCO3)C[C@@]2(CC1)C(=O)OCC ethyl (S)-5-oxodihydro-1H,3H-spiro[pyrrolizine-2,2'-[1,3]dioxolane]-7a(5H)-carboxylate